3-(4-fluorophenyl)-1-(1-methylazetidin-3-yl)-2,4-dioxo-1,2,3,4-tetrahydropyrimidine-5-carboxylic acid hydrochloride salt Cl.FC1=CC=C(C=C1)N1C(N(C=C(C1=O)C(=O)O)C1CN(C1)C)=O